methyl 5-(9-((4-(aminomethyl)phenyl)carbamoyl)-4,5-dihydrobenzo[b]thieno[2,3-d]oxepin-8-yl)-1-propyl-1H-indazole-4-carboxylate NCC1=CC=C(C=C1)NC(=O)C1=CC2=C(OCCC3=C2SC=C3)C=C1C1=C(C=3C=NN(C3C=C1)CCC)C(=O)OC